BrCC(=C)C 1-bromo-2-methyl-2-propene